CCOP(=S)(OCC)OC1=CC2=C(C=C1)C(=C(C(=O)O2)Cl)C The molecule is an organothiophosphate insecticide, an organic thiophosphate and an organochlorine compound. It has a role as an agrochemical, an acaricide, an antinematodal drug, an avicide and an EC 3.1.1.8 (cholinesterase) inhibitor. It derives from a chlorferron.